ClC=1C=CC(=C(C1)C1(NC=NC=C1)O)N1N=NC(=C1)Cl 4-[5-chloro-2-(4-chloro-1H-1,2,3-triazol-1-yl)phenyl]pyrimidin-4-ol